6-(4-Cyclopropyl-2-methylphenyl)-3-azabicyclo[4.1.0]heptane C1(CC1)C1=CC(=C(C=C1)C12CCNCC2C1)C